(R)-N-((1-(tert-butyl)-1H-tetrazol-yl)(pyridin-2-yl)methyl)-4-(trifluoromethyl)aniline C(C)(C)(C)N1N=NN=C1[C@H](NC1=CC=C(C=C1)C(F)(F)F)C1=NC=CC=C1